5-norbornene-2,3-dicarboximide p-toluenesulfonate CC1=CC=C(C=C1)S(=O)(=O)O.C12C3C(C(C=C1)C2)C(NC3=O)=O